C[C@@H]1CC2=CC(=CC=C2C1)C (1R,2s)-2,3-dihydro-2,6-dimethyl-1H-indene